C(C=C)(=O)N1C(CN(CC1)C1=NC(=NC=2CC(CCC12)N1CCC2=CC=CC=C12)N1CC(CC1)N(C)C)CC#N 2-(1-acryloyl-4-(2-(3-(dimethylamino)pyrrolidin-1-yl)-7-(indolin-1-yl)-5,6,7,8-tetrahydroquinazolin-4-yl)piperazin-2-yl)acetonitrile